FC1=C(C(=NC=C1)OC)B1OC(C(O1)(C)C)(C)C 4-fluoro-2-methoxy-3-(4,4,5,5-tetramethyl-1,3,2-dioxaborolan-2-yl)pyridine